methyl 1-[6-methyl-5-(3-methyltriazol-4-yl)-3-pyridyl]-6-oxo-4-(trifluoromethylsulfonyloxy)pyridazine-3-carboxylate CC1=C(C=C(C=N1)N1N=C(C(=CC1=O)OS(=O)(=O)C(F)(F)F)C(=O)OC)C=1N(N=NC1)C